ClC(C1=NC(=NO1)C1=CC=C(C=C1)C(CNC1=CC=C(C=C1)OC)=O)(F)F 1-(4-(5-(chlorodifluoromethyl)-1,2,4-oxadiazol-3-yl)phenyl)-2-((4-methoxyphenyl)amino)ethan-1-one